[K+].C(C(=O)[O-])(=O)[O-].[Fe+3].C(C(=O)[O-])(=O)[O-] ferric oxalate potassium